C1(=CC=CC=C1)COC1=C(N)C=CC(=C1)F 2-(phenylmethyloxy)-4-fluoroaniline